C[C@H]1O[C@@H](CN(C1)C1=NC=C(C(=N1)N)F)C 2-((2R,6R)-2,6-dimethylmorpholino)-5-fluoropyrimidin-4-amine